6-(2,8-Dimethylimidazo[1,2-b]pyridazin-6-yl)-2-(piperidin-4-yl)[1,3]thiazolo[4,5-b]pyridin CC=1N=C2N(N=C(C=C2C)C=2C=C3C(=NC2)N=C(S3)C3CCNCC3)C1